Cl.C(C=C)N(N(C)C)CC(=O)[C@@]1(CNCCC1)CC1=CC=CC=C1 R-N-allyl-3-benzyl-3-piperidineformyl-trimethyl-hydrazine hydrochloride